10-(tellurophen-2-yl)-10H-phenoselenazine [Te]1C(=CC=C1)N1C2=CC=CC=C2[Se]C=2C=CC=CC12